ClC1=CC=C2C(=NC=NC2=C1)NCCCC 7-chloro-N-butyl-quinazolin-4-amine